N-(5-((6-((R)-3-(4-chlorophenyl)isoxazolidine-2-yl)pyrimidine-4-yl)amino)-4-methoxy-2-(4-morpholinopiperidine-1-yl)phenyl)acrylamide ClC1=CC=C(C=C1)[C@@H]1N(OCC1)C1=CC(=NC=N1)NC=1C(=CC(=C(C1)NC(C=C)=O)N1CCC(CC1)N1CCOCC1)OC